6-chloro-2-(2-chloropyridin-4-yl)-3-(pyridin-2-yl)-1H-pyrrolo[3,2-b]pyridine ClC=1C=C2C(=NC1)C(=C(N2)C2=CC(=NC=C2)Cl)C2=NC=CC=C2